3-[4-[3-[4-[(3R,5R)-5-[(5-bromo-1-ethyl-6-oxo-pyridazin-4-yl)amino]-1-methyl-3-piperidyl]benzoyl]-3,9-diazaspiro[5.5]undecan-9-yl]-2-methyl-phenyl]piperidine-2,6-dione BrC1=C(C=NN(C1=O)CC)N[C@@H]1C[C@@H](CN(C1)C)C1=CC=C(C(=O)N2CCC3(CC2)CCN(CC3)C3=CC(=C(C=C3)C3C(NC(CC3)=O)=O)C)C=C1